7-ethoxy-4-(1-methyl-3-phenyl-1H-pyrazol-4-yl)-6-(piperidin-4-yloxy)quinazoline C(C)OC1=C(C=C2C(=NC=NC2=C1)C=1C(=NN(C1)C)C1=CC=CC=C1)OC1CCNCC1